C(C)N(C(CC(=O)O)C)C 3-[ETHYL(METHYL)AMINO]BUTANOIC ACID